CC(=O)CNCCCCC(C(=O)O)N The molecule is a lysine derivative in which the N(epsilon) of the amino acid carries an acetonyl group. It is a lysine derivative and a non-proteinogenic alpha-amino acid.